6-chloro-N-(5-chloro-6-phenoxypyridin-3-yl)pyrido[3,2-d]pyrimidin-4-amine ClC=1C=CC=2N=CN=C(C2N1)NC=1C=NC(=C(C1)Cl)OC1=CC=CC=C1